ClC=1C=C(N2N=C(N=CC21)NC=2C(=NN(C2)C(C#N)(C)C)C)C2CC2 2-(4-((5-chloro-7-cyclopropylpyrrolo[2,1-f][1,2,4]triazin-2-yl)amino)-3-methyl-1H-pyrazol-1-yl)-2-methylpropionitrile